C(C)(C)(C)OC(N(C1=C(C(=CC=C1[N+](=O)[O-])F)F)C(=O)OC(C)(C)C)=O Boc-N-(2,3-difluoro-6-nitrophenyl)carbamic acid tert-butyl ester